FC1=CC=C(C(=O)NC2(CC2)C=2N=C3[C@H]4[C@@H](CN(C3=CC2)C(=O)OC2CCOCC2)C4)C=C1 tetrahydro-2H-pyran-4-yl (6aS,7aR)-2-(1-(4-fluoro-benzamido)cyclopropyl)-6,6a,7,7a-tetrahydro-5H-cyclopropa[c][1,5]naphthyridine-5-carboxylate